C(C)(C)[C@@H]1[C@H]2C(=C[C@H](C(=C2)C)C1)C(=O)O (1R,4R,7R)-7-isopropyl-5-methyl-bicyclo[2.2.2]octa-2,5-diene-2-carboxylic acid